N-(5-(3-(2,2-difluoro-3,3-dimethylbutoxy)phenyl)-6-(2,6-dimethylphenyl)pyrazin-2-yl)benzenesulfonamide FC(COC=1C=C(C=CC1)C=1N=CC(=NC1C1=C(C=CC=C1C)C)NS(=O)(=O)C1=CC=CC=C1)(C(C)(C)C)F